N-((5-(5-(difluoromethyl)-1,3,4-oxadiazol-2-yl)pyridin-2-yl)methyl)-3-fluoro-N-(3-fluorophenyl)-1-(3-methoxypropionyl)azetidine-3-carboxamide FC(C1=NN=C(O1)C=1C=CC(=NC1)CN(C(=O)C1(CN(C1)C(CCOC)=O)F)C1=CC(=CC=C1)F)F